NCC1=NNC(C2=CC=C(C=C12)C=1C=NN(C1C1=C(C#N)C=C(C(=C1)Cl)Cl)C)=O 2-(4-(4-(aminomethyl)-1-oxo-1,2-dihydrophthalazin-6-yl)-1-methyl-1H-pyrazol-5-yl)-4,5-dichlorobenzonitrile